5-(2,5-dichlorophenyl)-6-ethylpyrimidine-2,4-diamine ClC1=C(C=C(C=C1)Cl)C=1C(=NC(=NC1CC)N)N